2-amino-5-(2-(1-(tetrahydro-2H-pyran-4-yl)pyrrolidin-3-yl)-2H-indazole-5-yl)nicotinic acid NC1=C(C(=O)O)C=C(C=N1)C1=CC2=CN(N=C2C=C1)C1CN(CC1)C1CCOCC1